5-(3-((1R)-1-(bis(2-hydroxyethyl)amino)-2,3-dihydro-1H-inden-4-yl)-1,2,4-oxadiazol-5-yl)-2-(2,2-difluoroethoxy)benzonitrile OCCN([C@@H]1CCC2=C(C=CC=C12)C1=NOC(=N1)C=1C=CC(=C(C#N)C1)OCC(F)F)CCO